cyclobutyl-2-methyl-5-(3-oxopentanoyl)benzoic acid methyl ester COC(C1=C(C(=CC(=C1)C(CC(CC)=O)=O)C1CCC1)C)=O